dicyclohexyl-({2',6'-dimethoxy-[1,1'-biphenyl]-2-yl})phosphane methanesulfonate CS(=O)(=O)O.C1(CCCCC1)P(C1=C(C=CC=C1)C1=C(C=CC=C1OC)OC)C1CCCCC1